O=C1NC(CCC1N1C(C2=CC=CC(=C2C1=O)NCCCCCC=O)=O)=O 6-((2-(2,6-dioxopiperidin-3-yl)-1,3-dioxoisoindolin-4-yl)amino)hexanal